3-azido-8-benzyloxy-1-oxaspiro[4.5]decane N(=[N+]=[N-])C1COC2(C1)CCC(CC2)OCC2=CC=CC=C2